COC=1C=C(C(=O)O)C(=CN1)NC(=O)C=1C(=NC=NC1NC12CC(C1)(C2)N2CCOCC2)OC 2-Methoxy-5-(4-methoxy-6-((3-morpholinobicyclo[1.1.1]pentan-1-yl)amino)pyrimidine-5-carboxamido)isonicotinic acid